CCC(CC(=O)O)=O.C(CC(=O)C)(=O)OC methyl acetoacetate (methyl acetoacetate)